SOP(O)(O)=O mercaptophosphoric acid